C(C=CC=CC=CC=CC=CCCCCCCCC1C(CC)O1)(=O)O (±)-19,20-epoxyDocosapentaenoic Acid